6-(4-ethynyl-2-hydroxyphenyl)-5-methyl-3-((1-methylpiperidin-3-yl)amino)pyridazine-4-carbonitrile C(#C)C1=CC(=C(C=C1)C1=C(C(=C(N=N1)NC1CN(CCC1)C)C#N)C)O